O=C1NCCC=C1 2-oxo-5,6-dihydropyridine